(5S)-1'-[7-(2-fluoro-5-methoxy-phenyl)-6-methyl-pyrazolo[1,5-a]pyrazin-4-yl]spiro[5,7-dihydro-cyclopenta[b]pyridin-6,4'-piperidin]-5-amine FC1=C(C=C(C=C1)OC)C1=C(N=C(C=2N1N=CC2)N2CCC1(CC2)[C@@H](C=2C(=NC=CC2)C1)N)C